[2H][C@@](CC(=O)[O-])(C([2H])([2H])[N+](C)(C)CC(=O)CCCCCCC)O octanoyl-L-carnitine-d3